tris-(2-methoxyphenyl)phosphonium 2-(3-benzoylphenyl)propionate C(C1=CC=CC=C1)(=O)C=1C=C(C=CC1)C(C(=O)[O-])C.COC1=C(C=CC=C1)[PH+](C1=C(C=CC=C1)OC)C1=C(C=CC=C1)OC